(5-(1-methyl-4-(trifluoromethyl)-1H-imidazol-2-yl)pyrazin-2-yl)methanol CN1C(=NC(=C1)C(F)(F)F)C=1N=CC(=NC1)CO